7-bromo-5-(2-fluorophenoxy)-3-methylquinoxalin-2(1H)-one BrC1=CC(=C2N=C(C(NC2=C1)=O)C)OC1=C(C=CC=C1)F